Phenyl (4-((3,6-dimethoxy-9H-carbazole-9-yl)methyl)benzyl)phosphonate COC=1C=CC=2N(C3=CC=C(C=C3C2C1)OC)CC1=CC=C(CP(OC2=CC=CC=C2)([O-])=O)C=C1